O=C1N(CC=2C3=C(C=CC12)C=CC(=C3)C=3C=NC(=CC3)C(F)(F)F)CC(C(=O)N)=C 2-({3-oxo-8-[6-(trifluoromethyl)pyridin-3-yl]-1H,2H,3H-benzo[e]isoindol-2-yl}methyl)prop-2-enamide